C(C)OCCOCCOCCN(CCN(CC1=NC=CC=C1)CC1=NC=CC=C1)CC1=NC=CC=C1 N1-(2-(2-(2-ethoxyethoxy)ethoxy)ethyl)-N1,N2,N2-tris(pyridin-2-ylmethyl)ethane-1,2-diamine